CN1C(NC(C=2NC(=NC12)Br)=O)=O 3-methyl-8-bromo-1H-purine-2,6(3H,7H)-dione